4-((1-(tert-butyl)-3-((1s,4s)-4-hydroxycyclohexyl)-1H-pyrazol-5-yl)amino)-2,3-dihydrobenzo[b]thiophene C(C)(C)(C)N1N=C(C=C1NC1=CC=CC=2SCCC21)C2CCC(CC2)O